2,7-di-tert-butyl-10H-spiro[acridine-9,9'-fluorene] C(C)(C)(C)C1=CC2=C(C=C1)NC1=CC=C(C=C1C21C2=CC=CC=C2C=2C=CC=CC12)C(C)(C)C